C1(CCC1)N1CCC(=CC1)C=1C=C(C=2N(C(C=C(N2)C2=CC(=C(C=C2)OC)OC)=O)C1)C 7-(1-Cyclobutyl-1,2,3,6-tetrahydropyridin-4-yl)-2-(3,4-dimethoxyphenyl)-9-methyl-4H-pyrido[1,2-a]pyrimidin-4-one